3-(1-methyl-2-(piperazin-1-yl)-1H-benzo[d]imidazol-6-yl)piperidine-2,6-dione CN1C(=NC2=C1C=C(C=C2)C2C(NC(CC2)=O)=O)N2CCNCC2